CC=1SC(=CN1)C(=O)NCCCC1=CC=C(C=C1)C1=CC2=C(N(C=N2)C)C=C1 2-methyl-N-(3-(4-(1-methyl-1H-benzo[d]imidazol-5-yl)phenyl)propyl)thiazole-5-carboxamide